The molecule is a nucleoside that is one of the homologues in the mixture that is tunicamycin, characterised by an 13-methyltetradecanoyl fatty acyl substituent on the amino group of the tunicamine moiety. It has a role as an antimicrobial agent. CC(C)CCCCCCCCCCCC(=O)N[C@@H]1[C@H]([C@H]([C@H](O[C@H]1O[C@@H]2[C@@H]([C@H]([C@@H]([C@H](O2)CO)O)O)NC(=O)C)C[C@H]([C@@H]3[C@H]([C@H]([C@@H](O3)N4C=CC(=O)NC4=O)O)O)O)O)O